NC1=C(C2=C(CSC23CNC3)S1)C#N 2-Aminospiro[6H-thieno[2,3-c]thiophene-4,3'-azetidine]-3-carbonitrile